FC(C(=O)O)(F)F.C(C)(C)OC1=CC=2N(C=C1C(=O)NC=1C(N(C=CC1)[C@@H]1[C@@H](C1)C)=O)C=C(N2)[C@@]21CO[C@@](CC2)(C1)C 7-isopropoxy-2-((1S,4R)-1-methyl-2-oxabicyclo[2.2.1]hept-4-yl)-N-(1-((1S,2R)-2-methylcyclopropyl)-2-oxo-1,2-dihydropyridin-3-yl)imidazo[1,2-a]pyridine-6-carboxamide trifluoroacetate